C(C)(C)(C)OC=1C2=C(N=C(N1)OC[C@H]1N(CCC1)C)C(=C(N=C2)Cl)F (S)-4-(tert-butoxy)-7-chloro-8-fluoro-2-((1-methylpyrrolidin-2-yl)methoxy)pyrido[4,3-d]pyrimidine